({3-[(1s,3r)-3-hydroxycyclopentyl]-1-(2-methylpropan-2-yl)pyrazol-5-yl}amino)-3-methyl-2,3-dihydrobenzo[d][1,3]oxazol-2-one O[C@H]1C[C@H](CC1)C1=NN(C(=C1)NC1=CC=CC2=C1N(C(O2)=O)C)C(C)(C)C